N[C@@H]1CN(CC1)C(=O)N1CCN(C2=CC(=CC=C12)F)C1=CC=C(C=C1)F (S)-(3-aminopyrrolidin-1-yl)(6-fluoro-4-(4-fluorophenyl)-3,4-dihydroquinoxalin-1(2H)-yl)methanone